3-{5-[(3-cyanobenzene-1-carbonyl)amino]-4-methylpyridin-2-yl}-N-(4-fluorophenyl)oxetane-3-carboxamide C(#N)C=1C=C(C=CC1)C(=O)NC=1C(=CC(=NC1)C1(COC1)C(=O)NC1=CC=C(C=C1)F)C